trans-N-[8-amino-7-fluoro-6-(4-methyl-3-pyridyl)-3-isoquinolyl]-2-cyano-cyclopropane-1-carboxamide NC=1C(=C(C=C2C=C(N=CC12)NC(=O)[C@H]1[C@@H](C1)C#N)C=1C=NC=CC1C)F